2-(1H-imidazol-2-yl)-3-(methylamino)phenol N1C(=NC=C1)C1=C(C=CC=C1NC)O